(R)-4-(3-(3-chloro-5-(trifluoromethyl)pyridin-2-yloxy)pyrrolidin-1-yl)biphenyl-3-ol ClC=1C(=NC=C(C1)C(F)(F)F)O[C@H]1CN(CC1)C1=C(C=C(C=C1)C1=CC=CC=C1)O